1-(5Z,9Z-hexacosadienoyl)-2-hexadecanoyl-sn-glycero-3-phosphocholine CCCCCCCCCCCCCCCC/C=C\CC/C=C\CCCC(=O)OC[C@H](COP(=O)([O-])OCC[N+](C)(C)C)OC(=O)CCCCCCCCCCCCCCC